Cl.Cl.NC=1N=CC(=C2C=C(C=NC12)C(=O)N1CCN(CC1)C)C1=CC=C(C=C1)C=1C=NN(C1)CC(=O)N(C)C 2-(4-(4-(8-amino-3-(4-methylpiperazine-1-carbonyl)-1,7-naphthyridin-5-yl)phenyl)-1H-pyrazol-1-yl)-N,N-dimethylacetamide dihydrochloride